FC=1C=C(C=CC1F)[C@@H]1[C@H](CNCC1)C1=C(SC2=C1C=1N(CCO2)N=CC1)C(=O)N ((3S,4S)-4-(3,4-difluorophenyl)piperidin-3-yl)-5,6-dihydropyrazolo[1,5-d]thieno[3,2-f][1,4]oxazepine-2-carboxamide